4-hexadecyl-4-methylmorpholine-4-ium C(CCCCCCCCCCCCCCC)[N+]1(CCOCC1)C